NC=1N=C(SC1C(C1=CC=C(C=C1)Cl)=O)N(C1=CC(=C(C=C1)OC(F)F)Cl)C(C(=O)N)C [N-[4-amino-5-(4-chlorobenzoyl)thiazol-2-yl]-3-chloro-4-(difluoromethoxy)anilino]propanamide